COC1=CC=C(C=C1)CCN=C=C(C(=O)[O-])C1=CC=CC=C1 ((4-methoxyphenylethyl) imino)-2-phenylacrylate